methyl ({5-[1-(2,6-difluoro-4-cyclopropylphenyl)-1H-pyrazol-3-yl]-2-methylphenyl}methyl)carbamate FC1=C(C(=CC(=C1)C1CC1)F)N1N=C(C=C1)C=1C=CC(=C(C1)CNC(OC)=O)C